ClC1=CC=C(C=C1)NC(NC(NCCCCCCNC(NC(=N)N)=N)=N)=NC1=CC=C(C=C1)Cl N,N''-bis(4-chlorophenyl)-3,12-diimino-2,4,11,13-tetraazatetradecanediamidine